[C@H]12CN(C[C@H](CC1)N2)C=2N=C(C(=C1C(=C(N=CC21)C2=CC(=CC1=CC=C(C(=C21)C#C)F)O)F)C)OC[C@H]2N(CCN(C2)C)C 4-(8-((1R,5S)-3,8-diazabicyclo[3.2.1]octan-3-yl)-6-(((S)-1,4-dimethylpiperazin-2-yl)methoxy)-4-fluoro-5-methyl-2,7-naphthyridin-3-yl)-5-ethynyl-6-fluoronaphthalen-2-ol